C(C1=CC=CC=C1)OCCN1C=CC=2C1=NC(=CC2CN2CCCC2)C=2C=C1CN(C(C1=CC2)=O)N2C(CCCC2=O)=O (5-(1-(2-(benzyloxy)ethyl)-4-(pyrrolidin-1-ylmethyl)-1H-pyrrolo[2,3-b]pyridin-6-yl)-1-oxoisoindolin-2-yl)piperidine-2,6-dione